1-[(2R)-2-(3-Methoxy-2-methyl-phenyl)-2-methyl-pyrrolidin-1-yl]-2-[4-methyl-6-(trifluoromethyl)pyridazin-3-yl]ethanone COC=1C(=C(C=CC1)[C@@]1(N(CCC1)C(CC=1N=NC(=CC1C)C(F)(F)F)=O)C)C